C1(CC1)COC1=C(C=C2C(=N1)OC(C2)(C)C)NC(=O)C=2C=NN1C2N=CC=C1 N-[6-(cyclopropylmethoxy)-2,2-dimethyl-3H-furo[2,3-b]pyridin-5-yl]pyrazolo[1,5-a]pyrimidine-3-carboxamide